ClC1=NNC2=NC(=CC(=C21)C2=C1N(N=C2C2=NC=C(C=C2)F)C[C@@]2(C1)C(C2)(F)F)C (S)-3'-(3-Chloro-6-methyl-1H-pyrazolo[3,4-b]pyridin-4-yl)-2,2-difluoro-2'-(5-fluoropyridin-2-yl)-4'H,6'H-spiro[cyclopropane-1,5'-pyrrolo[1,2-b]pyrazole]